C(C)(C)(C)OC(=O)N1CCN(CC1)C=1C(=C2C(=CN1)N(C(=C2C(C)C)B2OC(C(O2)(C)C)(C)C)C(=O)OC(C)(C)C)C tert-butyl 5-(4-(tert-butoxycarbonyl)piperazin-1-yl)-3-isopropyl-4-methyl-2-(4,4,5,5-tetramethyl-1,3,2-dioxaborolan-2-yl)-1H-pyrrolo[2,3-c]pyridine-1-carboxylate